FC=1C(=C(C=CC1F)[C@H]1[C@@H](O[C@]([C@H]1C)(C(F)(F)F)C)C(=O)NC1=CC(=NC=C1)C(=O)N)OC\C(\C(C)C)=N/O 4-((2r,3s,4s,5r)-3-(3,4-difluoro-2-((Z)-2-(hydroxyimino)-3-methylbutoxy)phenyl)-4,5-dimethyl-5-(trifluoromethyl)tetrahydrofuran-2-carboxamido)pyridineamide